CC(N(C)C1=NC2=CC=C(C=C2C(=C1)C1=CC=CC=C1)I)C(=O)O methyl-N-(6-iodo-4-phenylquinolin-2-yl)-N-methylglycine